COC1=C(C=CC=C1)[C@H](CN1C(N(C(C2=C1SC(=C2C)C=2OC=CN2)=O)C(C(N2CCCC2)=O)(C)C)=O)OC(C)C 1-[(2R)-2-(2-methoxyphenyl)-2-(prop-2-yloxy)ethyl]-5-methyl-3-[2-methyl-1-oxo-1-(pyrrolidin-1-yl)prop-2-yl]-6-(1,3-oxazol-2-yl)-1H,2H,3H,4H-thieno[2,3-d]pyrimidine-2,4-dione